((6-(4-(3H-imidazo[4,5-b]pyridin-7-yl)-1H-pyrazol-1-yl)pyridin-3-yl)methyl)thiomorpholine N1=CNC2=NC=CC(=C21)C=2C=NN(C2)C2=CC=C(C=N2)CN2CCSCC2